FC(S(=O)(=O)OC1=CC(=CC2=CC=C(C(=C12)F)F)O)(F)F (7,8-difluoro-3-hydroxy-1-naphthyl) trifluoromethanesulfonate